O1C(OCC1)C1=C(C=CC=C1OCC1=CC=C(C=C1)OC)C#CC=1C=C(N(N1)C)C(=O)OC methyl 5-{2-[2-(1,3-dioxolan-2-yl)-3-[(4-methoxyphenyl)methoxy]phenyl] ethynyl}-2-methylpyrazole-3-carboxylate